Diisoamyl Trisulfide C(CC(C)C)SSSCCC(C)C